4,7-dimethoxy-1,2,5-trihydroxyphenanthrene COC1=CC(=C(C=2C=CC3=CC(=CC(=C3C12)O)OC)O)O